C1(CC1)CC1NC2=C(C(NC1)=O)C=C(C=C2[N+](=O)[O-])F 2-(cyclopropylmethyl)-7-fluoro-9-nitro-1,2,3,4-tetrahydro-1,4-benzodiazepin-5-on